triallyl-benzophenone C(C=C)C1=C(C(=C(C(=O)C2=CC=CC=C2)C=C1)CC=C)CC=C